N1[C@@H](CCC1)COCCC(=O)OC methyl (S)-3-(pyrrolidin-2-ylmethoxy)propanoate